(1S,2S)-2-((4-(5-((((R)-1-(2-Chlorophenyl)ethoxy)carbonyl)amino)-1-methyl-1H-1,2,3-triazol-4-yl)phenyl)carbamoyl)cyclohexan ClC1=C(C=CC=C1)[C@H](C)OC(=O)NC1=C(N=NN1C)C1=CC=C(C=C1)NC(=O)C1CCCCC1